1,2-dimethoxy-4-chlorophenyl isothiocyanate COC1(C(C=C(C=C1)Cl)OC)N=C=S